tert-butyl rac-(2S)-5-[5-[[4-[tert-butoxycarbonyl(methyl)amino]-6-methyl-2-pyridyl] amino]-6-fluoro-2,3-dihydrofuro[3,2-b]pyridin-7-yl]-2-methyl-2,3,4,7-tetrahydroazepine-1-carboxylate C(C)(C)(C)OC(=O)N(C1=CC(=NC(=C1)C)NC1=C(C(=C2C(=N1)CCO2)C=2CC[C@@H](N(CC2)C(=O)OC(C)(C)C)C)F)C |r|